(1S,4s)-4-(8-(2-chloro-6-fluorophenylamino)-2-((1R,3S)-3-hydroxycyclohexylamino)-9H-purin-9-yl)cyclohexanecarboxamide ClC1=C(C(=CC=C1)F)NC=1N(C2=NC(=NC=C2N1)N[C@H]1C[C@H](CCC1)O)C1CCC(CC1)C(=O)N